[In].[Pb] lead-indium